5-(bis(pyridin-2-ylmethyl)amino)2-naphthonitrile N1=C(C=CC=C1)CN(C1=C2C=CC(=CC2=CC=C1)C#N)CC1=NC=CC=C1